CC1(CC1=O)C 3,3-dimethylcyclopropan-1-one